BrC1=C2C(N(C(C2=CC=C1CN1CCC(CC1)NC(=O)C1=NNC=C1NC(C1=C(C=CC=C1Cl)Cl)=O)=O)C1C(NC(CC1)=O)=O)=O N-(1-((4-bromo-2-(2,6-dioxopiperidin-3-yl)-1,3-dioxoisoindoline-5-yl)methyl)piperidine-4-yl)-4-(2,6-dichlorobenzamido)-1H-pyrazole-3-carboxamide